C[Si](C)(C)CCCNCCC[Si](C)(C)C bis(trimethylsilylpropyl)amine